C(C)OC1C(O)=C(C=C(C1(O)OCC)[N+](=O)[O-])[N+](=O)[O-] 2,3-diethoxy-4,6-dinitroresorcinol